2-[3-(Dibenzylamino)-2-fluoro-1,1-dimethyl-propoxy]ethyl methanesulfonate CS(=O)(=O)OCCOC(C(CN(CC1=CC=CC=C1)CC1=CC=CC=C1)F)(C)C